3-(3-(2-fluoro-6-methylphenyl)cyclobutyl)-7-methyl-1,8-naphthyridin-2(1H)-one FC1=C(C(=CC=C1)C)C1CC(C1)C=1C(NC2=NC(=CC=C2C1)C)=O